C(C1=CC=CC=C1)C1=C(C(NC2=CC=C(C=C12)Cl)=O)C(\C=C\C1=CC=C(C=C1)C1=CC=C(C=C1)OC)=O 4-benzyl-6-chloro-3-[(E)-3-[4-(4-methoxyphenyl)phenyl]prop-2-enoyl]-1H-quinolin-2-one